C(#N)C1=C(C=CC(=C1)C(F)(F)F)N1CCC(CC1)(C(=O)N[C@H](CN(C)C)C)C=1C=C(C(=NC1)C=1C(=NC=CC1)OCC)F 1-[2-cyano-4-(trifluoromethyl)phenyl]-N-[(2S)-1-(dimethylamino)propan-2-yl]-4-{2'-ethoxy-3-fluoro-[2,3'-bipyridin]-5-yl}piperidine-4-carboxamide